N1=CN=CC2=C1NC(=C2)C(=O)N 7H-pyrrolo[2,3-d]-pyrimidine-6-carboxamide